BrC1=C(SC=C1)C=1SC=CC1 bromo-[2,2'-bithiophene]